4-(1-(methyl(3-oxo-3-(4-(5-(trifluoromethyl)pyrimidin-2-yl)piperazin-1-yl)propyl)amino)ethyl)-6-(prop-1-yn-1-yl)phthalazin-1(2H)-one CN(C(C)C1=NNC(C2=CC=C(C=C12)C#CC)=O)CCC(N1CCN(CC1)C1=NC=C(C=N1)C(F)(F)F)=O